tert-butyl-6-(((R)-tert-butylsulfinyl)imino)-2-chloro-4,6-dihydrospiro[cyclopenta[d]thiazole-5,4'-piperidine] C(C)(C)(C)N1CCC2(CC1)C(C1=C(N=C(S1)Cl)C2)=N[S@](=O)C(C)(C)C